2-amino-3-bromo-4-iodo-5-methoxybenzoic acid NC1=C(C(=O)O)C=C(C(=C1Br)I)OC